6-[3-(Difluoromethyl)-4-fluoro-phenyl]-3-fluoro-pyrazolo[3,4-b]pyrazin FC(C=1C=C(C=CC1F)C1=CN=C2C(=N1)NN=C2F)F